ClC=1C=CC=C2C3=CC=C(C(C[C@]4(C[C@H](CC4)NS(=O)(=O)C)C=4OC=C(COC12)N4)=C3)F N-[(1'S,14R)-6-chloro-17-fluoro-spiro[8,12-dioxa-21-azatetracyclo[14.3.1.110,13.02,7]henicosa-1(19),2,4,6,10,13(21),16(20),17-octaene-14,3'-cyclopentane]-1'-yl]methanesulfonamide